1-phenyl-2,10-dioxo-5,8-diazadodecane-11-yl 2-methylbutyrate CC(C(=O)OC(C(CNCCNCCC(CC1=CC=CC=C1)=O)=O)C)CC